[2H][C@@](C)(C1=C(C(=CC=C1)C(F)(F)F)F)N[S@](=O)C(C)(C)C (R)-N-[(1R)-1-deuterio-1-[2-fluoro-3-(trifluoromethyl)phenyl]ethyl]-2-methyl-propane-2-sulfinamide